methyl 3-ethyl-4,6-dimethoxy-2-methylbenzoate C(C)C=1C(=C(C(=O)OC)C(=CC1OC)OC)C